2-(4-(4-(((2S,4R)-2-methyl-1-propionyl-1,2,3,4-tetrahydroquinolin-4-yl)amino)phenyl)-1H-pyrazol-1-yl)acetic acid C[C@@H]1N(C2=CC=CC=C2[C@@H](C1)NC1=CC=C(C=C1)C=1C=NN(C1)CC(=O)O)C(CC)=O